OC1=C(C=C(C=C1)S(=O)(=O)C1=CC(=C(C=C1)O)[N+](=O)[O-])[N+](=O)[O-] 4-(4-hydroxy-3-nitrobenzenesulfonyl)-2-nitrophenol